ClC=1C(=C(C=CC1)NC1=NC=NC2=CC(=C(C=C12)N)C#CC1(CN(CC1)CC(F)(F)F)C)F N4-(3-chloro-2-fluorophenyl)-7-((3-methyl-1-(2,2,2-trifluoroethyl)pyrrolidin-3-yl)ethynyl)quinazoline-4,6-diamine